CN(CCCN(CCCN(C)C)CCCN(C)C)C tris[3-(dimethylamino)propyl]amine